3,9,15-eicosatrienoic acid C(CC=CCCCCC=CCCCCC=CCCCC)(=O)O